2-(bis(tert-butoxycarbonyl)amino)-1,7-naphthyridin-5-yl trifluoromethanesulfonate FC(S(=O)(=O)OC1=C2C=CC(=NC2=CN=C1)N(C(=O)OC(C)(C)C)C(=O)OC(C)(C)C)(F)F